I.C12(CC3CC(CC(C1)C3)C2)P(CCCC)C23CC1CC(CC(C2)C1)C3 di(adamantan-1-yl)(butyl)phosphine hydroiodide